Cl.NN hydrazine monohydrochloride salt